(S)-N'-((1,2,3,5,6,7-hexahydrodicyclopenta[b,e]pyridin-8-yl)carbamoyl)-4-(hydroxymethyl)-2-(2-hydroxypropan-2-yl)thiazole-5-sulfonimidamide C1CCC2=NC3=C(C(=C21)NC(=O)N=[S@@](=O)(N)C2=C(N=C(S2)C(C)(C)O)CO)CCC3